3-(5-((4-(2-((adamantan-1-yl)amino)ethyl)benzyl)amino)benzofuran-3-yl)piperidine-2,6-dione C12(CC3CC(CC(C1)C3)C2)NCCC2=CC=C(CNC=3C=CC1=C(C(=CO1)C1C(NC(CC1)=O)=O)C3)C=C2